FC(C(=O)O)(F)F.NC1=NC(=NC=C1CN1C(C(=C(C=C1C)OCC1=C(C=C(C=C1F)F)F)Br)=O)C (4-amino-2-methylpyrimidin-5-ylmethyl)-3-bromo-6-methyl-4-[(2,4,6-trifluorobenzyl)oxy]pyridin-2(1H)-one trifluoroacetate